diphenylammonium hexafluorophosphate F[P-](F)(F)(F)(F)F.C1(=CC=CC=C1)[NH2+]C1=CC=CC=C1